N[C@H]1CN(CC1)C(=O)OC(C)(C)C tert-butyl (3R,5R)-3-aminopyrrolidine-1-carboxylate